1-[2-(4-fluorophenyl)acetyl]azetidine-3-carboxylic acid FC1=CC=C(C=C1)CC(=O)N1CC(C1)C(=O)O